FC1CCN(CC1)C1(CCCCC1)CN (1-(4-fluoropiperidin-1-yl)cyclohexyl)methanamine